BrC1=C(C(=CC=2OCCOC21)[N+](=O)[O-])C 5-bromo-6-methyl-7-nitro-2,3-dihydro-1,4-benzodioxine